C(#N)C(=CC1=C(N(C(=C1)C)C=1SC(=CC1C#N)C)C)C1=NC2=C(N1)C=C(C=C2)F 2-(3-(2-cyano-2-(6-fluoro-1H-benzo[d]imidazol-2-yl)vinyl)-2,5-dimethyl-1H-pyrrol-1-yl)-5-methylthiophene-3-carbonitrile